2-(benzo[d]thiazol-2-yl)-2,7-diazaspiro[3.5]nonane-7-carboxylic acid tert-butyl ester C(C)(C)(C)OC(=O)N1CCC2(CN(C2)C=2SC3=C(N2)C=CC=C3)CC1